3,5-Dichloro-4-((6-chloro-5-cyclopropylpyridazin-3-yl)oxy)aniline ClC=1C=C(N)C=C(C1OC=1N=NC(=C(C1)C1CC1)Cl)Cl